C(C=C)(=O)NC=1C=C(C(=O)NC)C=CC1NC1CCCCC1 3-acrylamido-4-(cyclohexylamino)-N-methylbenzamide